[Si](C)(C)(C(C)(C)C)OC1(CC1)C1=C(C=C(C=N1)N=C(C1=CC=CC=C1)C1=CC=CC=C1)Cl N-(6-(1-((tert-butyldimethylsilyl)oxy)cyclopropyl)-5-chloropyridin-3-yl)-1,1-diphenylmethanimine